FC(CN=C=S)(F)F trifluoroisothiocyanatoethane